6,7-dichloro-3-(4-fluorobutyl)-4,9-dihydro-1H-pyrrolo[3,2-h][2,1,3]benzothiadiazine 2,2-dioxide ClC=1C2=C(C3=C(CN(S(N3)(=O)=O)CCCCF)C1)NC=C2Cl